4-hydroxycyclohexanol OC1CCC(CC1)O